COC1=C(C=CC=C1)C1=NC2=CC=CC=C2C(N1)=O 2-(2-methoxyphenyl)-quinazolin-4(3H)-one